NC1=NC(=NC=C1OC(F)F)C1=C(C=C2C(N(C=NC2=C1)CCC[C@@H](NC=1C=NNC(C1C(F)(F)F)=O)C1CC1)=O)F 7-[4-amino-5-(difluoromethoxy)pyrimidin-2-yl]-3-[(4R)-4-cyclopropyl-4-[[6-oxo-5-(trifluoromethyl)-1H-pyridazin-4-yl]amino]butyl]-6-fluoro-quinazolin-4-one